C(=CCCCCCCCC)O deca-enol